Ethyl (1-((S)-2-(4-amino-3-chlorobenzamido)-3,3-dimethylbutanoyl)pyrrolidine-2-carboxamido)glycinate NC1=C(C=C(C(=O)N[C@H](C(=O)N2C(CCC2)C(=O)NNCC(=O)OCC)C(C)(C)C)C=C1)Cl